(+)-N-(2-((2,3-Dimethyl-1H-indol-1-yl)(phenyl)methyl)benzofuran-3-yl)-4-nitrobenzenesulfonamide CC=1N(C2=CC=CC=C2C1C)C(C=1OC2=C(C1NS(=O)(=O)C1=CC=C(C=C1)[N+](=O)[O-])C=CC=C2)C2=CC=CC=C2